5-(quinoline-6-sulfonylamino)-1,3-thiazole-4-carboxylic acid N1=CC=CC2=CC(=CC=C12)S(=O)(=O)NC1=C(N=CS1)C(=O)O